C(C)(=O)[C@@H]1C([C@H]1C(=O)O)(C)C trans-3-acetyl-2,2-dimethyl-cyclopropanecarboxylic acid